5-[4-Chloro-3-({[(3R)-pyrrolidin-3-yl]methyl}amino)phenyl]-1,3,4-oxadiazol-2(3H)-one ClC1=C(C=C(C=C1)C1=NNC(O1)=O)NC[C@H]1CNCC1